tert-butyl 6-chloro-3-(3-((7-fluoronaphthalen-1-yl)oxy)propyl)-7-(1,3,5-trimethyl-1H-pyrazol-4-yl)-1H-indole-2-carboxylate ClC1=CC=C2C(=C(NC2=C1C=1C(=NN(C1C)C)C)C(=O)OC(C)(C)C)CCCOC1=CC=CC2=CC=C(C=C12)F